racemic-3-(2-amino-1-methanesulfonylethyl)azetidine-1-carboxylic acid benzyl ester C(C1=CC=CC=C1)OC(=O)N1CC(C1)[C@H](CN)S(=O)(=O)C |r|